(R)-2-amino-3-(3-fluoro-5-(5-(hydroxymethyl)-1-methyl-1H-pyrazol-4-yl)benzamido)propanoic acid N[C@@H](C(=O)O)CNC(C1=CC(=CC(=C1)C=1C=NN(C1CO)C)F)=O